dihydroxy-5,5'-bitetrazole sodium salt tetrahydrate O.O.O.O.[Na].OC1(N=NN=N1)C1(N=NN=N1)O